NCC1=CNC(C2=CC=C(C=C12)C=1C=NN(C1C1=C(C2=CC=CC=C2C=C1F)C#N)C)=O 2-(4-(4-(aminomethyl)-1-oxo-1,2-dihydroisoquinolin-6-yl)-1-methyl-1H-pyrazol-5-yl)-3-fluoro-1-naphthonitrile